FC1=C(C=CC(=C1)F)[C@](C(F)(F)C1=CC=C(C=N1)C1=CC=C(C#N)C=C1)(CN1N=CNC1=S)O |r| 4-[6-[rac-(2R)-2-(2,4-difluorophenyl)-1,1-difluoro-2-hydroxy-3-(5-thioxo-4H-1,2,4-triazol-1-yl)propyl]-3-pyridinyl]benzonitrile